(2s,5s)-2-methyl-3,7-dioxo-1,4-diazepan-5-carboxylic acid tert-butyl ester C(C)(C)(C)OC(=O)[C@H]1NC([C@@H](NC(C1)=O)C)=O